4-methacryloxy-1,2,2,6,6-pentamethylpiperidine C(C(=C)C)(=O)OC1CC(N(C(C1)(C)C)C)(C)C